ClC1=CC=C(C(=N1)C1=NOC(N1)=O)O[C@H](C)C=1C=C(C=C2C(C(=C(OC12)C1=CC=C2C(=N1)N(N=C2)C)C)=O)C 3-[6-Chloro-3-[(1R)-1-[3,6-dimethyl-2-(1-methylpyrazolo[3,4-b]pyridin-6-yl)-4-oxo-chromen-8-yl]ethoxy]-2-pyridyl]-4H-1,2,4-oxadiazol-5-one